C(C)(=O)O[C@@H]1[C@@H]([C@H](O[C@H]1N1C2=NC(=NC=C2N(C1=O)CCCC(F)(F)F)N)COC(C)=O)F.OC1=C(C=C(C=C1[N+](=O)[O-])CC(=O)C)OC 1-(4-Hydroxy-3-methoxy-5-nitrophenyl)acetone ((2R,3R,4S,5R)-4-acetoxy-5-(2-amino-8-oxo-7-(4,4,4-trifluorobutyl)-7,8-dihydro-9H-purin-9-yl)-3-fluorotetrahydrofuran-2-yl)methylacetat